N-((1-(3-(2-((7-amino-3-chloro-6-cyano-2-methylpyrazolo[1,5-a]pyrimidin-5-yl)amino)ethyl)-1H-pyrazol-1-yl)cyclopropyl)methyl)-3-methoxypropanamide NC1=C(C(=NC=2N1N=C(C2Cl)C)NCCC2=NN(C=C2)C2(CC2)CNC(CCOC)=O)C#N